tris(3-triethoxysilylpropyl)amine C(C)O[Si](CCCN(CCC[Si](OCC)(OCC)OCC)CCC[Si](OCC)(OCC)OCC)(OCC)OCC